6-{8-[(2-cyano-2-methylideneethyl)amino]-7-methoxynaphthalen-2-yl}-N-(2-cyanoethyl)pyridine-2-carboxamide C(#N)C(CNC=1C(=CC=C2C=CC(=CC12)C1=CC=CC(=N1)C(=O)NCCC#N)OC)=C